F[C@@H]([C@@](C)(F)C=1C=C(C=CC1)N1C(C2=CC=CC(=C2C1)C(F)(F)F)=O)C1=NN=CN1C 2-(3-((1R,2S)-1,2-difluoro-1-(4-methyl-4H-1,2,4-triazol-3-yl)propan-2-yl)phenyl)-4-(trifluoromethyl)isoindolin-1-one